OCCC=1C=NC2=CC=C(C=C2C1)O 3-(2-Hydroxyethyl)-6-hydroxyquinoline